(RS)-4-hydroxy-3-(1-phenylpropyl)coumarin OC1=C(C(OC2=CC=CC=C12)=O)[C@H](CC)C1=CC=CC=C1 |r|